hydroxy-[1,4'-bipiperidine]-4-carboxamide OC1N(CCC(C1)C(=O)N)C1CCNCC1